C(C)(=O)N1CCC(CC1)(N)C1=CC2=C(N=C(N=C2N[C@H](C#C)C2=C(C(=CC=C2)C(F)(F)F)C)C)N(C1=O)C 6-(1-acetyl-4-aminopiperidin-4-yl)-2,8-dimethyl-4-{[(1R)-1-[2-methyl-3-(trifluoromethyl)phenyl]prop-2-yn-1-yl]amino}-7H,8H-pyrido[2,3-d]pyrimidin-7-one